FC(C1=NN=C(O1)C1=CC(=C(CN2N=NC(=C2)C=2C=C(C=CC2)NC(C)=O)C=C1)F)F N-(3-(1-(4-(5-(difluoromethyl)-1,3,4-oxadiazol-2-yl)-2-fluorobenzyl)-1H-1,2,3-triazol-4-yl)phenyl)acetamide